(S)-3-(4-amino-3-iodo-1H-pyrazolo[3,4-d]pyrimidin-1-yl)pyrrolidine NC1=C2C(=NC=N1)N(N=C2I)[C@@H]2CNCC2